CN1N=C(C=C1)OC1=CC=C(C=C1)B1OC(C(O1)(C)C)(C)C 1-methyl-3-(4-(4,4,5,5-tetramethyl-1,3,2-dioxaborolan-2-yl)phenoxy)-1H-pyrazole